3-pentafluoropropylacrylate FC(CC(F)(F)F)(C=CC(=O)[O-])F